(S)-(4-(((2-amino-4,5,6,7-tetrahydrobenzo[d]thiazol-6-yl)(propyl)amino)methyl)piperidin-1-yl)(3-chloro-4-fluorophenyl)methanone hydrochloride Cl.NC=1SC2=C(N1)CC[C@@H](C2)N(CCC)CC2CCN(CC2)C(=O)C2=CC(=C(C=C2)F)Cl